2-(2-(cyclopropylmethyl)-1-(3-fluoro-4-sulfamoylbenzyl)-5-(3-((1-methylcyclopentyl)ethynyl)phenyl)-1H-pyrrol-3-yl)thiazole-4-carboxylic acid C1(CC1)CC=1N(C(=CC1C=1SC=C(N1)C(=O)O)C1=CC(=CC=C1)C#CC1(CCCC1)C)CC1=CC(=C(C=C1)S(N)(=O)=O)F